2,2-dihydroxymethylbutanol-tris[3-(1-aziridinyl) propionate] N1(CC1)CCC(=O)O.N1(CC1)CCC(=O)O.N1(CC1)CCC(=O)O.OCC(CO)(CC)CO